2-(2-chlorophenyl)-N-(4-((pyrrolidin-3-oxy)methyl)-3-sulfamylphenyl)acetamide (S)-quinuclidin-3-yl-(2,2-diethyl-5-(3-methoxyphenyl)-2,3-dihydro-1H-inden-1-yl)carbamate N12CC(C(CC1)CC2)N(C(O)=O)[C@H]2C(CC1=CC(=CC=C21)C2=CC(=CC=C2)OC)(CC)CC.ClC2=C(C=CC=C2)CC(=O)NC2=CC(=C(C=C2)COC2CNCC2)S(N)(=O)=O